8-((2s,5s)-4-((4-fluorophenyl)(5-(trifluoromethyl)pyridin-2-yl)methyl)-5-(methoxymethyl)-2-methylpiperazin-1-yl)-5-methyl-6-oxo-5,6-dihydro-1,5-naphthyridine-2-carbonitrile FC1=CC=C(C=C1)C(N1C[C@@H](N(C[C@H]1COC)C1=CC(N(C=2C=CC(=NC12)C#N)C)=O)C)C1=NC=C(C=C1)C(F)(F)F